C[C@@H]1CN(CC2=C1C1=C(N=CN=C1NC1=CC(=C(C=C1)OC=1C=NC(=CC1)C)C)S2)C(C=C)=O (S)-1-(5-methyl-4-((3-methyl-4-((6-methylpyridin-3-yl)oxy)phenyl)amino)-5,6-dihydropyrido[4',3':4,5]thieno[2,3-d]pyrimidin-7(8H)-yl)prop-2-en-1-one